C(C)C=1C(NC2=C(C(=NC=C2C1OC)C=O)F)=O 3-ethyl-8-fluoro-4-methoxy-2-oxo-1,2-dihydro-1,6-naphthyridine-7-aldehyde